C(C1=CC=CC=C1)OC=1C=C2CCN3C(C2=CC1OC)CC(C(C3)OC(C)(C)C)O 9-(benzyloxy)-3-(tert-butoxy)-10-methoxy-1,3,4,6,7,11b-hexahydro-2H-pyrido[2,1-a]isoquinolin-2-ol